C(C)(C)(C)S(=O)(=O)N1CC(CC1(C)C)N1C(COC2=C1C=CC(=C2)Cl)=O 4-(1-tert-butylsulfonyl-5,5-dimethyl-pyrrolidin-3-yl)-7-chloro-1,4-benzoxazin-3-one